OCC(C(=O)N1[C@H]([C@H](CC1)CS(=O)(=O)N)CC=1C(=C(C=CC1)C1=CC(=CC(=C1)F)F)F)(C)C (2S,3S)-1-(3-hydroxy-2,2-dimethylpropanoyl)-2-[(2,3',5'-trifluoro[1,1'-biphenyl]-3-yl)methyl]pyrrolidin-3-yl-methanesulfonamide